N-(((9H-fluoren-9-yl)methoxy)carbonyl)-N-(2-(tert-butoxy)-2-oxoethyl)glycine C1=CC=CC=2C3=CC=CC=C3C(C12)COC(=O)N(CC(=O)O)CC(=O)OC(C)(C)C